ClC=1C=C(C=C(C1OCCCl)Cl)C(C)(C)C1=CC=C(OCC2=C(N=CO2)S(=O)(=O)C)C=C1 5-((4-(2-(3,5-dichloro-4-(2-chloroethoxy)phenyl)propan-2-yl)phenoxy)methyl)-4-(methylsulfonyl)oxazole